1-({3,4-difluoro-2-[(2-fluoro-4-iodophenyl)amino]Phenyl}carbonyl)-3-[2-(1,3-dioxolan-2-yl)-1-hydroxyethyl]Azetidin-3-ol FC=1C(=C(C=CC1F)C(=O)N1CC(C1)(O)C(CC1OCCO1)O)NC1=C(C=C(C=C1)I)F